C\C(=C/COC1=CC(=C(C=C1)C(\C=C\C1=CC=C(C=C1)O)=O)O)\CCC=C(C)C (E)-1-[4-[(2E)-3,7-Dimethylocta-2,6-dienoxy]-2-hydroxyphenyl]-3-(4-hydroxyphenyl)prop-2-en-1-one